hafnium furandicarboxylate O1C(=C(C=C1)C(=O)[O-])C(=O)[O-].[Hf+4].O1C(=C(C=C1)C(=O)[O-])C(=O)[O-]